COC(C1=CC(=CC=C1)C1NCCC1)=O 3-(Pyrrolidin-2-yl)benzoic acid methyl ester